2-(Dimethylamino)nicotinonitrile CN(C1=C(C#N)C=CC=N1)C